ClC=1C(=C(SC1Cl)C(=O)O)C 4,5-dichloro-3-methylthiophene-2-carboxylic acid